4-((2s,4s)-2-(3-(difluoromethyl)-1,2,4-oxadiazol-5-yl)-6,9-dioxo-5-(4-(trifluoromethyl)-benzyl)-5,8-diazaspiro-[3.5]nonan-8-yl)-3-fluorobenzonitrile FC(C1=NOC(=N1)C1CC2(C1)N(C(CN(C2=O)C2=C(C=C(C#N)C=C2)F)=O)CC2=CC=C(C=C2)C(F)(F)F)F